C(C=C)(=O)OC(CCC)OC(C=C)=O Butandiol diacrylate